C(N)(=O)C1C(C2C=CC1C2)C(=O)O 3-carbamyl-bicyclo[2.2.1]hept-5-ene-2-carboxylic acid